FC1=NC(=C2N=CN(C2=N1)C1OCCCC1)NCC1=CC(=CC=C1)OC 2-fluoro-6-[(3-methoxylbenzyl)amino]-9-(tetrahydro-2H-pyran-2-yl)-9H-purine